(3S,4R)-3-ethyl-3-fluoro-1-[4-({8-[3-(methanesulfonylmeth-yl)azetidin-1-yl]-5-(propan-2-yl)isoquinolin-3-yl}amino)pyrimidin-2-yl]piperidin-4-ol C(C)[C@@]1(CN(CC[C@H]1O)C1=NC=CC(=N1)NC=1N=CC2=C(C=CC(=C2C1)C(C)C)N1CC(C1)CS(=O)(=O)C)F